tributyl-(4-fluoro-2-vinylbenzyl)silane C(CCC)[Si](CC1=C(C=C(C=C1)F)C=C)(CCCC)CCCC